5-bromo-N-(tert-butyldimethylsilyl)thiophene-2-sulfonamide BrC1=CC=C(S1)S(=O)(=O)N[Si](C)(C)C(C)(C)C